FC(OC1=C(C=C(C=C1)OC(F)(F)F)C(O)C1=C(C=CC(=C1)OC(F)(F)F)OC(F)(F)F)(F)F di(2,5-bis(trifluoromethoxy)phenyl)methanol